3-hydroxy-2-hydroxymethyl-6-methyl-pyran OC=1C(OC(=CC1)C)CO